2-(2-chloro-4-(ethylthio)phenyl)-4,4,5,5-tetramethyl-1,3,2-dioxaborolane ClC1=C(C=CC(=C1)SCC)B1OC(C(O1)(C)C)(C)C